2-(4-chloro-2-(phenylthio)phenyl)-4,4,5,5-tetramethyl-1,3,2-dioxaborolane ClC1=CC(=C(C=C1)B1OC(C(O1)(C)C)(C)C)SC1=CC=CC=C1